C(C1=CC=CC=C1)OC1=CC(=C2C(C=C(OC2=C1OC1CCN(CC1)C)C1=CC=C(C=C1)F)=O)OS(=O)(=O)C1=CC=C(C)C=C1 7-benzyloxy-8-((1-methylpiperidin-4-yl) oxy)-2-(4-fluorophenyl)-4-oxo-4H-chromen-5-yl-p-toluenesulfonate